COCCOC=1C=C2C(=NC=NC2=CC1OCCOC)C=1C=CC(=NC1)C1C=2N(CCC1)N(C(C2C(=O)N)=O)C2=CC=C(C=C2)F (5-(6,7-bis(2-methoxyethoxy)quinazolin-4-yl)pyridin-2-yl)-1-(4-fluorophenyl)-2-oxo-1,2,4,5,6,7-hexahydropyrazolo[1,5-a]pyridine-3-carboxamide